N-ethyl-2-ethyl-2-ethylpiperidinium C(C)[NH+]1C(CCCC1)(CC)CC